FC=1C=C(C=CC1F)C1=CC(=CC=C1)C(=O)N1CC(CCC1)C=1C=C(OC(C(=O)N2CCNCC2)(C)C)C=CC1 4-(2-(3-(1-(3',4'-difluoro-[1,1'-biphenyl]-3-carbonyl)piperidin-3-yl)phenoxy)-2-methylpropanoyl)piperazine